methyl 2,4-dichloro-5-fluorobenzoylacetate ClC1=C(C(=O)CC(=O)OC)C=C(C(=C1)Cl)F